N1=C(N=CC=C1)C1=C(C=CC=C1)CNC(OC(C)(C)C)=O tert-butyl N-{[2-(pyrimidin-2-yl)phenyl]methyl}carbamate